4-(13-acryloyl-1,4,7,10,13-pentaoxatridecyl)benzophenone C(C=C)(=O)OCCOCCOCCOCCOC1=CC=C(C(=O)C2=CC=CC=C2)C=C1